FC1(CC[C@@H](N(C1)C)C(=O)O)F |r| racemic-5,5-difluoro-1-methylpiperidine-2-carboxylic acid